C1C2C3CCC(C3C1CC2)C(C)[O-] (octahydro-4,7-methylene-1H-indenyl)ethanolate